(3,4-dimethoxy-benzoyl)-1-benzyl-1-dimethylaminopropane COC=1C=C(C(=O)C(CC)(N(C)C)CC2=CC=CC=C2)C=CC1OC